5-(4-(4-isopropylpiperazin-1-yl)phenyl)-3,7-dimethyl-2-(4-(methylsulfonyl)phenyl)-3H-imidazo[4,5-b]pyridine C(C)(C)N1CCN(CC1)C1=CC=C(C=C1)C1=CC(=C2C(=N1)N(C(=N2)C2=CC=C(C=C2)S(=O)(=O)C)C)C